ethyl 4-[[5-[[8-(2-isopropylphenyl)quinazolin-2-yl]amino]-2-methyl-phenyl]carbamoyl]benzoate C(C)(C)C1=C(C=CC=C1)C=1C=CC=C2C=NC(=NC12)NC=1C=CC(=C(C1)NC(=O)C1=CC=C(C(=O)OCC)C=C1)C